5-(tert-butylthio)-4-chloropyridin-2-amine C(C)(C)(C)SC=1C(=CC(=NC1)N)Cl